(2-((1r,4r)-4-fluoro-1-(2-((2-(methoxycarbonyl)-4-methylthiophen-3-yl)amino)-2-oxoethyl)-4-methylpiperidin-1-ium-1-yl)acetyl)(4-methylisoxazol-3-yl)amide FC1(CC[N+](CC1)(CC(=O)NC1=C(SC=C1C)C(=O)OC)CC(=O)[N-]C1=NOC=C1C)C